ClC1=C(C(=CC=C1)Cl)CNC(=O)C1CN(C(C1)=O)C1=CC(=CC=C1)OC(F)F N-[(2,6-dichlorophenyl)methyl]-1-[3-(difluoromethoxy)phenyl]-5-oxopyrrolidine-3-carboxamid